C(C)(C)C1=CN(C2=CN=C(C=C21)C(=O)OC)S(=O)(=O)C2=CC=C(C=C2)C methyl 3-isopropyl-1-(p-tolylsulfonyl)pyrrolo[2,3-c]pyridine-5-carboxylate